NC1=C(C(=NN1C1CC1)C(=O)NC=1C(=NC=C(C1)NC(CC1=CC=C(C=C1)OC(F)(F)F)=O)F)C(=O)N 5-amino-1-cyclopropyl-N3-(2-fluoro-5-(2-(4-(trifluoromethoxy)phenyl)acetamido)pyridin-3-yl)-1H-pyrazole-3,4-dicarboxamide